Cl.Cl.N1=C(N=CC=C1)N1C[C@H](CC1)N (S)-1-(pyrimidin-2-yl)pyrrolidin-3-amine dihydrochloride